N-(tert-butylsulfonyl)-5-cyclopropyl-4-(((1-(1-(3,5-dichlorophenyl)propyl)-3-fluoroazetidin-3-yl)methoxy)methyl)-2-fluorobenzamide C(C)(C)(C)S(=O)(=O)NC(C1=C(C=C(C(=C1)C1CC1)COCC1(CN(C1)C(CC)C1=CC(=CC(=C1)Cl)Cl)F)F)=O